3-(2,4-dihydroxyphenyl)-7-hydroxy-5-methoxy-8-(2-methyl-3-buten-2-yl)coumarin OC1=C(C=CC(=C1)O)C=1C(OC2=C(C(=CC(=C2C1)OC)O)C(C)(C=C)C)=O